6-bromomethyl-nicotinic acid methyl ester COC(C1=CN=C(C=C1)CBr)=O